4-[4-methoxystyryl]-1-methylpyridine COC1=CC=C(C=CC2=CCN(C=C2)C)C=C1